FC(C1=CC=C(C=C1)S)(F)F 4-(trifluoromethyl)thiophenol